COC(=O)C1CN(C1)C=1C=CC=2C3(C4=CC=C(C=C4OC2C1)N1CC(C1)C(=O)OC)OC(C1=CC=C(C=C13)C(=O)O)=O 3',6'-bis(3-(methoxycarbonyl)azetidin-1-yl)-3-oxo-3H-spiro[isobenzofuran-1,9'-xanthene]-6-carboxylic acid